Cl.Cl.N1=C(C=CC=C1)N pyridin-2-ylamine dihydrochloride